O1CN=NC=C1 [1,3,4]oxadiazine